[Si](C)(C)(C(C)(C)C)OCCC=1C=C(N(N1)C1=CC=CC=C1)N 5-{2-[(tert-butyldimethylsilyl)oxy]ethyl}-2-phenylpyrazol-3-amine